COCC1=CC=C(C=C1)OB(O)O 4-(methoxymethyl)phenylboric acid